[F].FC=1C=C(C=C(C1F)F)O 3,4,5-trifluorophenol fluorine